1-(1,3-Benzodioxol-5-yl)-2-bromopropan-1-one O1COC2=C1C=CC(=C2)C(C(C)Br)=O